(1s,3s)-3-((2-(1-((3-(3-fluorophenyl)-1-methyl-1H-indazol-7-yl)methyl)piperidin-4-yl)-1H-benzo[d]imidazol-1-yl)methyl)cyclobutan-1-ol FC=1C=C(C=CC1)C1=NN(C2=C(C=CC=C12)CN1CCC(CC1)C1=NC2=C(N1CC1CC(C1)O)C=CC=C2)C